O1CCNCC2=C1N=CC=C2 2,3,4,5-tetrahydropyrido[3,2-f][1,4]oxazepine